1-(6,7-dihydro-5H-benzo[6,7]cyclohepta[1,2-c]pyridazin-3-yl)-N3-((7S)-7-((3-bromophenyl)methyl)amino-6,7,8,9-tetrahydro-5H-benzo[7]annulene-2-yl)-1H-1,2,4-triazole-3,5-diamine N1=NC(=CC2=C1C1=C(CCC2)C=CC=C1)N1N=C(N=C1N)NC=1C=CC2=C(CC[C@H](CC2)NCC2=CC(=CC=C2)Br)C1